ClC1=C(C=CC(=C1)C)N(C)CC=1C=C(C(=O)N2CCN(CC2)CC2=NC3=C(N2C[C@H]2OCC2)C=C(C=C3)C(=O)O)C=CC1 2-{[4-(3-{[(2-chloro-4-methylphenyl)(methyl)amino]methyl}benzoyl)piperazin-1-yl]methyl}-1-{[(2S)-oxetan-2-yl]methyl}-1H-1,3-benzodiazole-6-carboxylic acid